(S)-6-(4-chlorobenzyl)-9-isopropyl-2-(pyrimidin-4-yl)-2,6,9-triazaspiro[4.5]decane-7,10-dione ClC1=CC=C(CN2[C@]3(CCN(C3)C3=NC=NC=C3)C(N(CC2=O)C(C)C)=O)C=C1